(3'-(dimethylamino)-2',3'-dihydrospiro[cyclopropane-1,1'-inden]-6'-yl)boronic acid CN(C1CC2(C3=CC(=CC=C13)B(O)O)CC2)C